5-amino-3,3-dimethyl-1-(2-oxo-2-pyrrolidin-1-yl-ethyl)indolin-2-one NC=1C=C2C(C(N(C2=CC1)CC(N1CCCC1)=O)=O)(C)C